C(=O)(O)C1=CC=[N+](C2=CC(=CN=C12)F)[O-] 4-carboxy-7-fluoro-1,5-Naphthyridine 1-oxide